C(C1=CC=CC=C1)C=1C=NN2C1N(C(C1=C2CN(CC1)C(=O)OC(C)(C)C)=O)C1=CC=C(C=C1)C1=C(N=NN1CC1=CC=C(C=C1)OC)C tert-butyl 3-benzyl-4-(4-(1-(4-methoxybenzyl)-4-methyl-1H-1,2,3-triazol-5-yl)phenyl)-5-oxo-5,6,7,9-tetrahydropyrazolo[1,5-a]pyrido[4,3-e]pyrimidine-8(4H)-carboxylate